COC1=CC=C(CN2C(C=CC2=O)=O)C=C1 N-(4-methoxybenzyl)maleimide